10,10'-(5-(3-methyl-3H-imidazo[4,5-b]pyridin-2-yl)-1,3-phenylene)bis(5-methyl-5,10-dihydrophenazine) CN1C(=NC=2C1=NC=CC2)C=2C=C(C=C(C2)N2C1=CC=CC=C1N(C=1C=CC=CC21)C)N2C1=CC=CC=C1N(C=1C=CC=CC21)C